acetaldehyde-1,2-13C2 [13CH]([13CH3])=O